1,6-diisocyanatocyclohexane N(=C=O)C1CCCCC1N=C=O